C(C1=CC=CC=C1)N1CC=2C(=C(N=C(C2CC1)N1CC(OC(C1)C)C)N1CCN(CC1)C(=O)OC(C)(C)C)C#N tert-butyl 4-(6-benzyl-4-cyano-1-(2,6-dimethylmorpholino)-5,6,7,8-tetrahydro-2,6-naphthyridin-3-yl)piperazine-1-carboxylate